trans-N-(4-Chloro-3-fluorophenyl)-2-(4-(3-methoxyphenyl)cyclohexyl)acetamide ClC1=C(C=C(C=C1)NC(C[C@@H]1CC[C@H](CC1)C1=CC(=CC=C1)OC)=O)F